C(C)(C)(C)OC(=O)N1CC(C1)NC=1C=NC(=CC1)C#C[Si](C)(C)C 3-[[6-(2-trimethylsilylethynyl)-3-pyridinyl]amino]azetidine-1-carboxylic acid tert-butyl ester